NC(C(C(CC1=CC=C(C=C1)[N+](=O)[O-])NC(OC(C)(C)C)=O)O)=O tert-butyl (4-amino-3-hydroxy-1-(4-nitrophenyl)-4-oxobutan-2-yl)carbamate